4-METHYL-2-PYRIMIDINECARBOXALDEHYDE CC1=NC(=NC=C1)C=O